(S)-2-((3-(3-fluorobenzyl)-4-((3-fluorobenzyl)oxy)benzyl)amino)propionamide FC=1C=C(CC=2C=C(CN[C@H](C(=O)N)C)C=CC2OCC2=CC(=CC=C2)F)C=CC1